C(C)OCN1C(C=CC=C1C)=O 1-(ethoxymethyl)-6-methylpyridin-2(1H)-one